C(C)[P] ethyl-phosphorus